5-Phenyloxadiazole C1(=CC=CC=C1)C1=CN=NO1